C(C)OC(=O)C=1C=NN(C1C(F)(F)F)C1=C(C(=C(C=C1)F)F)Cl 1-(2-chloro-3,4-difluorophenyl)-5-(trifluoromethyl)-1H-pyrazole-4-carboxylic acid ethyl ester